NC=1SC=C(N1)C=1N=NN(C1)[C@@H]1[C@H]([C@@H](SC2=C(C=CC(=C2)Cl)C#N)O[C@@H]([C@@H]1O)CO)OC 5-Chloro-2-cyanophenyl 3-[4-(2-aminothiazol-4-yl)-1H-1,2,3-triazol-1-yl]-3-deoxy-2-O-methyl-1-thio-α-D-galactopyranoside